4-{4-[3-(1H-benzimidazol-5-yl)-2-oxoimidazolidin-4-yl]-2,3-difluorophenyl}thiophene-2-carboxylic acid N1C=NC2=C1C=CC(=C2)N2C(NCC2C2=C(C(=C(C=C2)C=2C=C(SC2)C(=O)O)F)F)=O